8-amino-N-[(2R)-1-[(7-amino-3-methyl-1,2,3-benzotriazol-5-yl)methoxy]propan-2-yl]-6-bromo-2-methylimidazo[1,2-a]pyrazine-3-carboxamide NC=1C=2N(C=C(N1)Br)C(=C(N2)C)C(=O)N[C@@H](COCC2=CC1=C(N=NN1C)C(=C2)N)C